(4-(4-(benzo[d]thiazol-5-ylamino)quinolin-8-yl)-3-fluorophenyl)(3,3-difluoropyrrolidin-1-yl)methanone S1C=NC2=C1C=CC(=C2)NC2=CC=NC1=C(C=CC=C21)C2=C(C=C(C=C2)C(=O)N2CC(CC2)(F)F)F